2-Hydroxy-4-butyl-phthalazin-1(2H)-one ON1C(C2=CC=CC=C2C(=N1)CCCC)=O